4-((4-(2-(N-methylmethylsulfonamido)benzamido)phenyl)sulfonyl)piperazine-1-carboxamide CN(S(=O)(=O)C)C1=C(C(=O)NC2=CC=C(C=C2)S(=O)(=O)N2CCN(CC2)C(=O)N)C=CC=C1